COC=1C=CC2=C(N(CC3=C(N2)N(N=C3)C)C(=O)C3=CC=CC=C3)C1 (7-Methoxy-1-methyl-4,10-dihydrobenzo[b]pyrazolo[3,4-e][1,4]diazepin-5(1H)-yl)(phenyl)methanone